Ethyl 3-(3-fluoroazetidin-3-yl)-3-(6-methoxypyridin-3-yl)propanoate FC1(CNC1)C(CC(=O)OCC)C=1C=NC(=CC1)OC